C1(=CC=CC=C1)CC(=O)C1=NC=C(C#N)C=C1 6-(2-phenylacetyl)nicotinonitrile